3-methyl-morpholinium tin (II) (2-ethylhexanoate) C(C)C(C(=O)[O-])CCCC.[Sn+2].CC1[NH2+]CCOC1.C(C)C(C(=O)[O-])CCCC.C(C)C(C(=O)[O-])CCCC